C1(CC1)C1=C(C(=NO1)C1=C(C=NC=C1Cl)Cl)/C=C/C12OCC(CC1)(CC2)C2=NC(=NO2)C=2C=C(C(=O)O)C=C(C2)C(F)(F)F (E)-3-(5-(1-(2-(5-cyclopropyl-3-(3,5-dichloropyridin-4-yl)isoxazol-4-yl)vinyl)-2-oxabicyclo[2.2.2]oct-4-yl)-1,2,4-oxadiazol-3-yl)-5-(trifluoromethyl)benzoic acid